N-[[6-[(3-Cyanophenyl)methoxy]-2-pyridyl]sulfonyl]-2-(2,2,4-trimethylpyrrolidin-1-yl)pyridin-3-carboxamid C(#N)C=1C=C(C=CC1)COC1=CC=CC(=N1)S(=O)(=O)NC(=O)C=1C(=NC=CC1)N1C(CC(C1)C)(C)C